(R)-1-phenylpyrrolidin C1(=CC=CC=C1)N1CCCC1